Dibenzo-furan C1=CC=CC=2OC3=C(C21)C=CC=C3